3-cyclopropyl-6-methoxy-3,4-dihydroacridine-1,9(2H,10H)-dione C1(CC1)C1CC(C=2C(C3=CC=C(C=C3NC2C1)OC)=O)=O